2-AMINO-6-METHOXYBENZALDEHYDE NC1=C(C=O)C(=CC=C1)OC